OC1=C(C(NN(C1)C=1C=NC(=CC1)C(F)(F)F)=O)C(=O)OCC ethyl 5-hydroxy-3-oxo-1-(6-(trifluoromethyl) pyridin-3-yl)-1,2,3,6-tetrahydropyridazine-4-carboxylate